(methylthio)-5-(1-(4-nitro-1H-pyrazol-1-yl)ethyl)pyrimidine CSC1=NC=C(C=N1)C(C)N1N=CC(=C1)[N+](=O)[O-]